2-(3,5-Dichloro-4-((5-isopropyl-6-oxo-1,6-dihydropyridin-3-yl)oxy)phenyl)-3,5-dioxo-2,3,4,5-tetrahydro-1,2,4-triazine-6-carbaldehyde ClC=1C=C(C=C(C1OC1=CNC(C(=C1)C(C)C)=O)Cl)N1N=C(C(NC1=O)=O)C=O